(Z)-3,4,4-trifluoro-4-(phenylsulfonyl)but-2-en-1-amine hydrochloride Cl.F\C(=C/CN)\C(S(=O)(=O)C1=CC=CC=C1)(F)F